(Z)-3-(3,5-Dimethoxybenzylidene)-2-(methyl-[2-pyridyl]amino)-5-(trifluoromethyl)isoindolin-1-one COC=1C=C(\C=C\2/N(C(C3=CC=C(C=C23)C(F)(F)F)=O)N(C2=NC=CC=C2)C)C=C(C1)OC